2-chloro-4-(3-cyclopropyl-5-(methylamino)pyridin-4-yl)-5-fluoro-N-(2-(trifluoromethyl)pyridin-4-yl)benzamide ClC1=C(C(=O)NC2=CC(=NC=C2)C(F)(F)F)C=C(C(=C1)C1=C(C=NC=C1NC)C1CC1)F